O.[OH-].[Li+].Cl.CC1=C(C(=O)O)C=C(C=C1)N1CCN(CC1)C 2-Methyl-5-(4-methylpiperazin-1-yl)benzoic acid hydrochloride salt Lithium hydroxide monohydrate